N1=C(C=CC=C1)SSCCC(=O)NCCCCCC(=O)ON1C(C(CC1=O)S(=O)(=O)O)=O sulfosuccinimidyl 6-(3'-[2-pyridyl-dithio]propionamido)hexanoate